(S)-5-(3,5-difluoro-4-(7-methyl-3-((4-propionylmorpholin-2-yl)methyl)imidazo[1,2-a]pyridin-2-yl)phenyl)thiophene-2-carbonitrile FC=1C=C(C=C(C1C=1N=C2N(C=CC(=C2)C)C1C[C@H]1CN(CCO1)C(CC)=O)F)C1=CC=C(S1)C#N